FC1=C(C(=CC(=C1)N(C(C)C)C)F)S(=O)(=O)NC(=O)C=1OC2=C(C1)C(=CC(=C2)N2CC(C2)F)F N-{2,6-difluoro-4-[methyl(propan-2-yl)amino]benzene-1-sulfonyl}-4-fluoro-6-(3-fluoroazetidin-1-yl)-1-benzofuran-2-carboxamide